C(CCC)C1=CC=C(C)C=C1 monobutyl-toluene